CN1CCN(CC1)C=1N(CCN1)C(CC)=O 1-(2-(4-methylpiperazin-1-yl)-4,5-dihydro-1H-imidazol-1-yl)propan-1-one